(S)-2-((1-((1,1-bis(3-isopropylphenyl)prop-1-en-2-yl)amino)-1-oxopropan-2-yl)carbamoyl)-4-methoxypyridin-3-yl isobutyrate C(C(C)C)(=O)OC=1C(=NC=CC1OC)C(N[C@H](C(=O)NC(=C(C1=CC(=CC=C1)C(C)C)C1=CC(=CC=C1)C(C)C)C)C)=O